(S)-N-(2-Chloro-3'-(3-((3-hydroxypyrrolidin-1-yl)methyl)-1,7-naphthyridin-8-ylamino)-2'-methylbiphenyl-3-yl)-1,5-dimethyl-4,5,6,7-tetrahydro-1H-imidazo[4,5-c]pyridin-2-carboxamid ClC1=C(C=CC=C1NC(=O)C=1N(C2=C(CN(CC2)C)N1)C)C1=C(C(=CC=C1)NC=1N=CC=C2C=C(C=NC12)CN1C[C@H](CC1)O)C